CC1=CC2=C(NC(CC(=N2)C2=CC(=CC=C2)S(=O)(=O)C2=NC=CC=N2)=O)C=C1C(F)(F)F 7-Methyl-4-(3-(pyrimidin-2-ylsulfonyl)phenyl)-8-(trifluoromethyl)-1H-benzo[b][1,4]diazepin-2(3H)-one